C1(CCCCC1)[C@@H](C(=O)OC[C@H]1O[C@@]([C@@H]([C@@H]1O)O)(C#N)C1=CC=C2C(=NC=NN21)N)C ((2R,3S,4R,5R)-5-(4-aminopyrrolo[2,1-f][1,2,4]triazin-7-yl)-5-cyano-3,4-dihydroxytetrahydrofuran-2-yl)methyl (S)-2-cyclohexylpropanoate